NC=1CC(=CC2=C(N1)C=C(S2)CC2CN(C2)C(=O)OC(C)(C)C)C(N(CCC)OCCNC(=O)OC(C)C)=O tert-butyl 3-[[5-amino-7-[2-(isopropoxycarbonylamino) ethoxy-propylcarbamoyl]-6H-thieno[3,2-b]azepin-2-yl]methyl]azetidine-1-carboxylate